CC1=C(C(=NC=C1)C(=O)N1[C@@H]2[C@@H](C[C@H](C1)CC2)OC2=NC=C(C=C2)C(F)(F)F)C2=NC=CC=C2 (4'-methyl-[2,3'-bipyridine]-2'-yl)((1S,4R,6R)-6-((5-(trifluoromethyl)pyridin-2-yl)oxy)-2-azabicyclo[2.2.2]oct-2-yl)methanone